Cl.C1NCC2=CC(=CC=C12)C=1SC=NN1 2-(isoindolin-5-yl)-1,3,4-thiadiazole hydrochloride